(7R,7AR)-7-methyl-3-(trifluoromethyl)-7a,8,10,11-tetrahydro-5H-pyrazino[2,1-c]pyrido[2,3-e][1,4]oxazepine-9(7H)-carboxylate C[C@H]1OCC2=C(N3[C@@H]1CN(CC3)C(=O)[O-])N=CC(=C2)C(F)(F)F